P(OC1=C(C=CC=C1)CCCCCCCC)(OC1=C(C=CC=C1)CCCCCCCC)OC1=C(C=CC=C1)CCCCCCCC tri(octylphenyl) phosphite